C(C)C1CCCC(C1)(CC)CC 1,5,5-triethylcyclohexane